C(C)C1=CC2=C(C(C=3NC4=CC(=CC=C4C3C2=O)C#N)(C)C)C=C1N1CCC(CC1)N1CCN(CC1)C 9-Ethyl-6,6-dimethyl-8-[4-(4-methyl-piperazin-1-yl)-piperidin-1-yl]-11-oxo-6,11-dihydro-5H-benzo[b]carbazole-3-carbonitrile